N1(N=CN=C1)C1=NC=C(C2=CC=CC=C12)C(C)N(C(=O)NC1=CC=C(C=C1)F)CC(C)C 1-(1-(1-(1H-1,2,4-triazol-1-yl)isoquinolin-4-yl)ethyl)-3-(4-fluorophenyl)-1-isobutylurea